C1(=CC=CC=C1)N(C1=CC=C(C=C1)C=1OC2=C(C1)C=CC(=C2)/C=C/C(=O)OC)C2=CC=CC=C2 methyl (E)-3-(2-(4-(diphenylamino)phenyl)benzofuran-6-yl)acrylate